CC(C)(CCC[C@@H](C)[C@H]1CC[C@H]2[C@@H]3CC[C@H]4C[C@H](CC[C@]4(C)[C@H]3CC[C@]12C)O)O 5α-cholestane-3β,25-diol